1-(tert-butyl)-3-((1R,3S,4R)-3-((tert-butyldimethylsilyl)oxy)-4-fluorocyclopentyl)-1H-pyrazol-5-amine C(C)(C)(C)N1N=C(C=C1N)[C@@H]1C[C@@H]([C@@H](C1)F)O[Si](C)(C)C(C)(C)C